C=1(C(=CC=CC1)NC1=C(C(=O)O)C=CC=C1)C 2-(2-toluidino)benzoic acid